SC=1OC2=C(N1)C=C(C=C2)NC(=O)C=2C=CC1=C(CCO1)C2 N-(2-mercaptobenzo[d]oxazol-5-yl)-2,3-dihydrobenzofuran-5-carboxamide